2-oxo-1,2,3,5-tetrahydro-4H-benzo[e][1,4]diazepine-4-carboxamide O=C1CN(CC2=C(N1)C=CC=C2)C(=O)N